phenol compound with glyoxylic acid C(C=O)(=O)O.C1(=CC=CC=C1)O